C(C=C)(=O)OCC1=C(C(C(=O)O)=CC=C1C(=O)O)C(=O)O acryloyloxymethyltrimellitic acid